C5-chloro-3-(2,6-dimethoxyphenyl)-2-(6-ethoxypyridin-2-yl)-3H-imidazo[4,5-b]pyridine ClC1=CC=C2C(=N1)N(C(=N2)C2=NC(=CC=C2)OCC)C2=C(C=CC=C2OC)OC